C(C)S(=O)(=O)C=1C=C(OC(C#N)(C)C)C=CC1C1=NC2=C(N=NC(=C2)C(F)(F)F)N1C 2-[3-ethylsulfonyl-4-[7-methyl-3-(trifluoromethyl)imidazo[4,5-c]pyridazin-6-yl]phenoxy]-2-methyl-propionitrile